chromous oxide [O-2].[Cr+2]